vinylfluoroglycinol C(=C)N(CCO)F